6-(7-Azabicyclo[2.2.1]heptan-7-yl)-4-((methylamino)methyl)-2,3-dihydro-1H-pyrrolo[3,4-c]pyridin-1-one C12CCC(CC1)N2C2=CC1=C(C(=N2)CNC)CNC1=O